2,2-Bis(3-bromo-4-hydroxyphenyl)-1,1,1,3,3,3-hexafluoropropane BrC=1C=C(C=CC1O)C(C(F)(F)F)(C(F)(F)F)C1=CC(=C(C=C1)O)Br